N-(3-fluorophenyl)-2-(pyrimidin-4-yl)imidazo[1,2-a]pyrazin-3-amine FC=1C=C(C=CC1)NC1=C(N=C2N1C=CN=C2)C2=NC=NC=C2